CC1(OC2(CC1)CCN(CC2)CC2=C(C=C(CNC1=C3C(N(C(C3=CC=C1)=O)C1C(NC(CC1)=O)=O)=O)C=C2)F)C 4-((4-((2,2-dimethyl-1-oxa-8-azaspiro[4.5]dec-8-yl)methyl)-3-fluorobenzyl)amino)-2-(2,6-dioxopiperidin-3-yl)isoindoline-1,3-dione